CC1=NN2N=CC=CC2=C1C(=O)O 2-methylpyrazolo[1,5-b]pyridazine-3-carboxylic acid